C(C)(C)(C)C1=CC=C(C[C@@H]2[C@@H]([C@H](OC2)C2=CC(=C(C=C2)OC)OC)CO)C=C1 ((2S,3R,4R)-4-(4-(tert-Butyl)benzyl)-2-(3,4-dimethoxyphenyl)tetrahydrofuran-3-yl)-methanol